[N-]=C=O.[N-]=C=O.C=C1CC(CC=C1)=C 1,3-dimethylenebenzene diisocyanate